OC(CNC(C(=C)C)=O)COCCC[Si](O[Si](C)(C)C)(O[Si](C)(C)C)O[Si](C)(C)C N-(2-hydroxy-3-(3-(tris(trimethyl-silyloxy)silyl)-propyloxy)propyl)-2-methyl-acrylamide